COC=1C=C(C=NC1)NC1CCC(CC1)OC1=C2C=C(C=NC2=CC(=N1)N1CCOCC1)NS(=O)(=O)C N-[5-[4-[(5-methoxy-3-pyridyl)amino]cyclohexoxy]-7-morpholino-1,6-naphthyridin-3-yl]methanesulfonamide